COC1=CC(=NC=C1C(NCC1=CC=C(C=C1)C(F)(F)F)=O)N1N=CC(=C1)C(=O)OCC Ethyl 1-(4-Methoxy-5-((4-(trifluoromethyl)benzyl)carbamoyl)pyridin-2-yl)-1H-pyrazole-4-carboxylate